1-(1-Aminoisochinolin-4-yl)-N-(6-methyl-5-(trifluoromethyl)pyridin-3-yl)-5-(trifluoromethyl)-1H-pyrazol-4-carboxamid NC1=NC=C(C2=CC=CC=C12)N1N=CC(=C1C(F)(F)F)C(=O)NC=1C=NC(=C(C1)C(F)(F)F)C